FC(C=1N=C(OC1C(=O)N1[C@@H](C2=C(CC1)NC=N2)C2=NN1C(C(=CC=C1)C(F)(F)F)=C2)C2(CC2)O)F (S)-(4-(difluoromethyl)-2-(1-hydroxycyclopropyl)oxazol-5-yl)(4-(4-(trifluoromethyl)pyrazolo[1,5-a]pyridin-2-yl)-6,7-dihydro-1H-imidazo[4,5-c]pyridin-5(4H)-yl)methanone